1,5-diethyl (2S)-2-([5-nitro-3-(trifluoromethyl)pyridinyl]formamido)pentanedioate [N+](=O)([O-])C=1C=C(C(=NC1)C(=O)N[C@H](C(=O)OCC)CCC(=O)OCC)C(F)(F)F